CC1(CC=CC=C1)P([O-])(=O)C(C1=C(C=CC=C1OC)OC)=O 1-methyl-(2,6-dimethoxybenzoyl)phenylphosphinate